C(C)C1=C(OC2=C1C=C(C=C2)F)C(C(F)(F)F)N 1-(3-ethyl-5-fluoro-1-benzofuran-2-yl)-2,2,2-trifluoroethanamine